FC1=CC=C2C(=C(C=NC2=C1C1=C(C(=CC(=C1)F)F)F)C(=O)NN1CCC(C2=CC=CC=C12)F)N1CCOCC1 7-fluoro-N-(4-fluoro-3,4-dihydroquinolin-1(2H)-yl)-4-morpholino-8-(2,3,5-trifluorophenyl)quinoline-3-carboxamide